ethyleneglycol bis(hydroxymethyl) ether OCOCCOCO